NC1=NC(=C(C=2N1N=C(N2)C(O)C2=C(C=CC=C2)F)C2=NC=NC=C2)C=2C=C(C#N)C=CC2 3-(5-amino-2-((2-fluorophenyl)(hydroxy)methyl)-8-(pyrimidin-4-yl)-[1,2,4]triazolo[1,5-c]pyrimidin-7-yl)benzonitrile